molybdenum nickel zinc salt [Zn].[Ni].[Mo]